O=C(CC#N)C1CC12CC2 3-Oxo-3-spiro[2.2]pentan-2-yl-propanenitrile